ClC1=C(C2=C(OC3=C2N=CN=C3NC)N=C1C)C 8-chloro-N,7,9-trimethyl-pyrido[3',2':4,5]furo[3,2-d]pyrimidin-4-amine